ClCC(CC1=C(C=CC=C1)Cl)O 3-chloro-1-(2-chlorophenyl)-2-propanol